C(CC(C)C)OC(C=C)=O i-amylacrylate